1-(t-butyl) 2-ethyl 2-((R)-3-chloro-2-methoxypropyl)-3-methylenepyrrolidin-1,2-dicarboxylate ClC[C@@H](CC1(N(CCC1=C)C(=O)OC(C)(C)C)C(=O)OCC)OC